ClC1=COC2=C1C=C(C(=C2F)NC2=C(C=C(C=C2)I)F)C(=O)NOC(CO)CO 3-Chloro-N-((1,3-dihydroxypropan-2-yl)oxy)-7-fluoro-6-((2-fluoro-4-iodophenyl)amino)benzofuran-5-carboxamide